(1-((isopropylsulfonyl)piperidin-4-yl)methyl)-2-phenylcyclopropanamine C(C)(C)S(=O)(=O)N1CCC(CC1)CC1(C(C1)C1=CC=CC=C1)N